2-(thiobenzoylthio)propanoic acid C(C1=CC=CC=C1)(=S)SC(C(=O)O)C